5-[4-amino-5-(trifluoromethyl)pyrrolo[2,1-f][1,2,4]triazin-7-yl]-N-[(3R,4S)-1-[1-(3,4-difluorophenyl)ethyl]-4-fluoropyrrolidin-3-yl]-2-methoxypyridine-3-carboxamide NC1=NC=NN2C1=C(C=C2C=2C=C(C(=NC2)OC)C(=O)N[C@@H]2CN(C[C@@H]2F)C(C)C2=CC(=C(C=C2)F)F)C(F)(F)F